FC=1C(=CC2=C(N=C(S2)C2=C3N=CC(=NC3=CC(=C2)C)OC)C1)OCC(COCC(C)C)OC(NC=1C=NC=CC1)=O pyridin-3-ylcarbamic acid 1-((5-fluoro-2-(2-methoxy-7-methylquinoxalin-5-yl) benzo[d]Thiazol-6-yl) oxy)-3-isobutoxyprop-2-yl ester